1-(2-dodecyloxy-5-ethyl-3-methoxybenzyl)pyrrolidine C(CCCCCCCCCCC)OC1=C(CN2CCCC2)C=C(C=C1OC)CC